FC(C1=CC=C(C=N1)C1COC2=C(O1)C(=CC(=C2)CN2C=NC=1C2=NC=CC1)OC)F 3-((2-(6-(difluoromethyl)pyridin-3-yl)-8-methoxy-2,3-dihydrobenzo[b][1,4]dioxin-6-yl)methyl)-3H-imidazo[4,5-b]pyridine